4-(Imidazo[1,2-a]pyridin-3-yl)-N-(5-(piperidin-1-yl)pyridin-2-yl)pyrimidin-2-amine N=1C=C(N2C1C=CC=C2)C2=NC(=NC=C2)NC2=NC=C(C=C2)N2CCCCC2